(1S,3S)-3-(4-cyanophenethyl)cyclohexanecarboxylic acid C(#N)C1=CC=C(CC[C@H]2C[C@H](CCC2)C(=O)O)C=C1